[2,3'-bipyridine]-4,5,6-triamine N1=C(C=C(C(=C1N)N)N)C=1C=NC=CC1